(5-methyl-1,2,4-oxadiazol-3-yl)propionic acid CC1=NC(=NO1)C(C(=O)O)C